2-hydroxy-5-(3,7-dihydroxy-4-oxo-4H-chromen-2-yl)phenolate OC1=C(C=C(C=C1)C=1OC2=CC(=CC=C2C(C1O)=O)O)[O-]